(2S,5R)-5-(2,3-difluorophenyl)-1-(3-methoxy-4-(2-methoxypyrimidin-5-yl)benzoyl)pyrrolidine-2-carboxylic acid FC1=C(C=CC=C1F)[C@H]1CC[C@H](N1C(C1=CC(=C(C=C1)C=1C=NC(=NC1)OC)OC)=O)C(=O)O